2-Ethyl-2-Phenylmalonamide, monohydrate O.C(C)C(C(=O)N)(C(=O)N)C1=CC=CC=C1